ClC1=C(C=CC(=C1)C(F)(F)F)C=1C=C2CCN(C(C2=CC1)=O)C=1C=CC(=C(C1)NS(=O)(=O)C)O N-(5-(6-(2-chloro-4-(trifluoromethyl)phenyl)-1-oxo-3,4-dihydroisoquinolin-2(1H)-yl)-2-hydroxyphenyl)methanesulfonamide